benzyl 4-({2-[2-(2,6-dioxopiperidin-3-yl)-4-(2H3)methoxy-1-oxo-3H-isoindol-5-yl]-2-azaspiro[3.5]nonan-7-yl}oxy)piperidine-1-carboxylate O=C1NC(CCC1N1C(C2=CC=C(C(=C2C1)OC([2H])([2H])[2H])N1CC2(C1)CCC(CC2)OC2CCN(CC2)C(=O)OCC2=CC=CC=C2)=O)=O